picene-2-carbonyl fluoride C1=C(C=CC2=CC=C3C4=CC=C5C=CC=CC5=C4C=CC3=C21)C(=O)F